(2S,3R,5S)-3-[(tert-Butyldimethylsilyl)oxy]-5-[(methanesulfonyloxy)methyl]-2-methylpyrrolidine-1-carboxylic acid tert-butyl ester C(C)(C)(C)OC(=O)N1[C@H]([C@@H](C[C@H]1COS(=O)(=O)C)O[Si](C)(C)C(C)(C)C)C